FC(C1=NN(C(=C1)C)C1=NC(=CC=C1[C@H](C)O)N1C=NC2=C1C=C(C(=C2)NC=2N=NC=CC2)F)F (1S)-1-[2-[3-(difluoromethyl)-5-methyl-pyrazol-1-yl]-6-[6-fluoro-5-(pyridazin-3-ylamino)benzimidazol-1-yl]-3-pyridyl]ethanol